C(C)C(CC(CCCC(=O)[O-])C)C(CC(C)C)C 5-Ethyl-3,6,8-trimethylnonylacetat